trans-3-[(3-chloro-4-fluorobenzyl)oxy]-N-{3-[4-(difluoromethyl)-6-oxo-1,6-dihydropyrimidin-2-yl]-2-fluoro-4-(trifluoromethyl)benzyl}cyclobutane-1-carboxamide ClC=1C=C(CO[C@@H]2C[C@H](C2)C(=O)NCC2=C(C(=C(C=C2)C(F)(F)F)C=2NC(C=C(N2)C(F)F)=O)F)C=CC1F